N1(C=NC=C1)C1=CC=C(CN(C2=CC(=CC=C2)CN2CCOCC2)CC2=CC(=CC=C2)OC)C=C1 N-(4-(1H-imidazol-1-yl)benzyl)-N-(3-methoxybenzyl)-3-(morpholinomethyl)aniline